C(CC)N(O)C(C)(C)C N-propyl-N-t-butylhydroxylamine